BrCCCCC1=CC=C(C=C1)C=1OC2=C(C(=CC=C2C(C1O)=O)OCOC)OC 2-(4-(4-bromobutyl)phenyl)-3-hydroxy-8-methoxy-7-(methoxymethoxy)-4H-chromen-4-one